OC(CCSC[C@H](NC(C)=O)C(=O)O)C(=O)O S-(3-hydroxy-3-carboxy-n-propyl)-N-acetylcysteine